BrCC1=C(C(=O)O)C=CN=C1 (bromomethyl)isonicotinic acid